C(CCCC(C)C)O Isoheptanol